O=C1C(=C(C1=O)NC1=C(C(=NC=C1)C(=O)N(C)C)O)N[C@H](CC)C1=CC=CC=C1 (R)-4-(3,4-dioxo-2-(1-phenylpropylamino)cyclobut-1-enylamino)-3-hydroxy-N,N-dimethylpicolinamide